2-{3-[(2R,6S)-2,6-Dimethylmorpholin-4-carbonyl]-5,6-dihydrocyclopenta[c]pyrazol-1(4H)-yl}-1-[4-(2,4,5-trifluorophenyl)piperidin-1-yl]ethan-1-on C[C@@H]1CN(C[C@@H](O1)C)C(=O)C=1C2=C(N(N1)CC(=O)N1CCC(CC1)C1=C(C=C(C(=C1)F)F)F)CCC2